COCC1=C(C=CC=C1)[C@@H]1N(CC[C@H](C1)C(F)(F)F)S(=O)(=O)C1=CC=C(C)C=C1 |r| rac-(2R,4R)-2-(2-(methoxymethyl)phenyl)-1-tosyl-4-(trifluoromethyl)piperidine